(2R,3R,4R)-2-(4-Methylphenyl)-4-{2-[(2-methylpropyl)amino]ethyl}-2,3,4,9-tetrahydro-1H-carbazol-3-amine CC1=CC=C(C=C1)[C@H]1CC=2NC3=CC=CC=C3C2[C@H]([C@@H]1N)CCNCC(C)C